N1C=NC(=C1)C(C)NC(=O)C=1NC=C(C1C)C1(CC1)C=1C=NC(=CC1)C(F)(F)F N-(1-(1H-imidazol-4-yl)ethyl)-3-methyl-4-(1-(6-(trifluoromethyl)pyridin-3-yl)cyclopropyl)-1H-pyrrole-2-carboxamide